cis-tert-butyl-3-[2-(benzylamino)ethoxy]cyclobutane-1-carboxylate C(C)(C)(C)OC(=O)[C@@H]1C[C@@H](C1)OCCNCC1=CC=CC=C1